C(C=C)(=O)NN1CC(CCC1)C1=NC=C(C=2C1=NC(N2)=O)C(=O)N 4-(1-acrylamidopiperidin-3-yl)-2-oxoimidazo[4,5-c]pyridine-7-carboxamide